FC(F)(F)C1=C(C=CC=C1)C1=NN=C2N1N=C(CC2)N2C(C)C(O)=C(CO)C(CO)=C2 1-(3-(trifluoromethylphenyl)-7,8-dihydro-[1,2,4]triazolo[4,3-b]pyridazin-6-yl)pyridoxin